tert-Butyl methyl[(5-oxo-1-{[1-(trifluoromethyl)cyclopentyl]methyl}-4,5-dihydro-1H-pyrazol-3-yl)methyl]carbamate CN(C(OC(C)(C)C)=O)CC1=NN(C(C1)=O)CC1(CCCC1)C(F)(F)F